5-Methoxy-1,3-dimethyl-1,3-dihydro-2H-benzo[d]imidazol-2-one COC1=CC2=C(N(C(N2C)=O)C)C=C1